C(C)(C)(C)OC(=O)N(C(OC(C)(C)C)=O)C1=C(C=C(C(=C1)[N+](=O)[O-])O[C@H]1C(CCC1)(C)C)F tert-butyl (R)-(tert-butoxycarbonyl)(4-((2,2-dimethylcyclopentyl)oxy)-2-fluoro-5-nitrophenyl)carbamate